C(C)(C)OC(=O)C=1C(=NC=NC1)C=1C=NC(=CC1)NC 4-(6-(methylamino)pyridin-3-yl)pyrimidine-5-carboxylic acid isopropyl ester